FC1=C(C=CC(=C1)[N+](=O)[O-])N1CCN(CC1)C 1-(2-fluoro-4-nitrophenyl)-4-methylpiperazine